OCCCCCCC[Si](OCC)(OCC)OCC (hydroxyheptyl)(triethoxy)silane